N-(2-Chloro-4-(pentafluoro-λ6-sulfanyl)phenyl)-2-(2-(2,3-dihydrobenzofuran-5-yl)-5-ethyl-7-oxo-6-(piperazin-1-yl)-[1,2,4]triazolo[1,5-a]pyrimidin-4(7H)-yl)acetamide ClC1=C(C=CC(=C1)S(F)(F)(F)(F)F)NC(CN1C=2N(C(C(=C1CC)N1CCNCC1)=O)N=C(N2)C=2C=CC1=C(CCO1)C2)=O